1-(4-methoxybenzyl)pseudouridine triphosphate P(O)(=O)(OP(=O)(O)OP(=O)(O)O)OC[C@@H]1[C@H]([C@H]([C@@H](O1)C1=CN(C(=O)NC1=O)CC1=CC=C(C=C1)OC)O)O